α-tolyl-ε-caprolactone C1(=C(C=CC=C1)C1C(=O)OCCCC1)C